C(=O)C1=C(C=C2CCCN(C2=N1)C(=O)N)CN1C(OC[C@@H]1C)=C=O 7-formyl-6-(((S)-4-methyl-2-carbonyloxazolidin-3-yl)methyl)-3,4-dihydro-1,8-naphthyridine-1(2H)-carboxamide